6-(2-fluoro-4-methylsulfonyl-phenyl)-5-[4-[(3S)-1-(3-fluoropropyl)pyrrolidin-3-yl]oxyphenyl]-8,9-dihydro-7H-benzo[7]annulen-2-ol FC1=C(C=CC(=C1)S(=O)(=O)C)C1=C(C2=C(CCC1)C=C(C=C2)O)C2=CC=C(C=C2)O[C@@H]2CN(CC2)CCCF